(R)-N-(1-(3-amino-4-fluorophenyl)-3-cyclopropyl-1-(2-methylpyridin-4-yl)propyl)-2-methylpropan-2-sulfinamide NC=1C=C(C=CC1F)C(CCC1CC1)(C1=CC(=NC=C1)C)N[S@](=O)C(C)(C)C